3-(4-(((1-(4-(1-acetyl-4-((4-chlorophenyl)amino)-2-methyl-1,2,3,4-tetrahydroquinolin-6-yl)phenyl)piperidin-4-yl)(methyl)amino)methyl)-2-fluorophenyl)piperidine-2,6-dione C(C)(=O)N1C(CC(C2=CC(=CC=C12)C1=CC=C(C=C1)N1CCC(CC1)N(C)CC1=CC(=C(C=C1)C1C(NC(CC1)=O)=O)F)NC1=CC=C(C=C1)Cl)C